5-((((5-((4-(3-((2-((1S)-1-((tetrahydro-2H-pyran-2-yl)oxy)ethyl)-1H-imidazol-1-yl)methyl)isoxazol-5-yl)phenyl)ethynyl)pyridin-2-yl)methyl)amino)methyl)oxazolidin-2-one O1C(CCCC1)O[C@@H](C)C=1N(C=CN1)CC1=NOC(=C1)C1=CC=C(C=C1)C#CC=1C=CC(=NC1)CNCC1CNC(O1)=O